resorcinol-ethanol C1(O)=C(C(O)=CC=C1)CCO